ClC1=NN2C(N=CC(=C2[C@H](C)OC)NC2=CC=C(C=C2)C(C)N(C(=O)C2CC2)C)=N1 N-{1-[4-({2-chloro-7-[(1S)-1-methoxyethyl]-[1,2,4]triazolo[1,5-a]pyrimidin-6-yl}amino)phenyl]ethyl}-N-methylcyclopropanecarboxamide